2-(2-Chloro-4-fluoropyridin-3-yl)ethan-1-ol ClC1=NC=CC(=C1CCO)F